C(C)N1N=C2C(N=C(C=C2)C(=O)OC)=C1C Methyl 2-ethyl-3-methyl-2H-pyrazolo[4,3-b]pyridine-5-carboxylate